4-amino-N-((5R)-6,6-dimethyl-2-(trifluoromethyl)-6,7-dihydro-5H-cyclopenta[b]pyridin-5-yl)-7-fluoro-N-methyl-1,3-dihydrofuro[3,4-c]quinoline-8-carboxamide NC1=NC=2C=C(C(=CC2C2=C1COC2)C(=O)N(C)[C@@H]2C(CC1=NC(=CC=C12)C(F)(F)F)(C)C)F